Cl.NC1=C(C=C(N=N1)C1=C(C=CC=C1)O)N1CCC(CC1)(C1=CC=CC=C1)CN 2-(6-amino-5-(4-(aminomethyl)-4-phenylpiperidin-1-yl)pyridazin-3-yl)phenol, hydrochloride salt